2-[2,2-difluoroethyl-[(2-methylpropan-2-yl)oxycarbonyl]amino]-1,3-thiazole-5-carboxylic acid FC(CN(C=1SC(=CN1)C(=O)O)C(=O)OC(C)(C)C)F